BrC1=CC=CC(=N1)OCC1=NC=C(C=C1)Cl 2-(((6-bromopyridin-2-yl)oxy)methyl)-5-chloropyridine